S(=O)(=O)(OC(F)F)OCCC(F)F (difluoromethyl) (3,3-difluoropropyl) sulfate